3-nitro-4-[(7-oxo-6,8-dihydro-5H-1,8-naphthyridin-3-yl)amino]Benzoic acid methyl ester COC(C1=CC(=C(C=C1)NC=1C=NC=2NC(CCC2C1)=O)[N+](=O)[O-])=O